1-chloro-2,7-dimethoxynaphthalene ClC1=C(C=CC2=CC=C(C=C12)OC)OC